rel-(3R,4R)-4-(hydroxymethyl)piperidin-3-ol OC[C@@H]1[C@H](CNCC1)O |o1:2,3|